(+-)-(1-ethoxyethoxy)cyclododecane C(C)O[C@@H](C)OC1CCCCCCCCCCC1 |r|